C(C1=CC=CC=C1)N([C@@H](CC(=O)OCC)C=1C=C(C=CC1)C1=CC(=CC=C1)OC(F)(F)F)[C@H](C)C1=CC=CC=C1 ethyl (S)-3-(benzyl((R)-1-phenylethyl)amino)-3-(3'-(trifluoromethoxy)biphenyl-3-yl)propanoate